C(CCC)C1=CC(=NC=C1)C1=NC=CC(=C1)CCCC 4,4'-dibutyl-2,2'-bipyridine